NC=1N=C(SC1C(C1=CC=C(C=C1)OC(F)F)=O)N(C1=CC=C(C=C1)F)[C@@H](C(=O)N)C (R)-2-(N-[4-Amino-5-[4-(difluoromethoxy)benzoyl]thiazol-2-yl]-4-fluoroanilino)propanamid